C(#N)C1=C(C=C(C=C1)C1=NNC=2CN(CCC21)C(=O)OC(C)(C)C)F tert-butyl 3-(4-cyano-3-fluorophenyl)-4,5-dihydro-1H-pyrazolo[3,4-c]pyridine-6(7H)-carboxylate